1,3-bis(3-aminopropyl)hexamethyltrisiloxane NCCC[Si](O[Si](O[Si](C)(C)C)(CCCN)C)(C)C